O[C@@H]1[C@H](OC2=CC(=CC(=C2C1=O)O)O)C1=CC(=C(C(=C1)O)O)O (2R,3R)-3,5,7-trihydroxy-2-(3,4,5-trihydroxyphenyl)-2,3-dihydrochromen-4-one